N-(5-(4-(7-fluoro-4,4-dimethyl-1-oxo-1,2,3,4-tetrahydroisoquinolin-6-yl)-3-nitro-1H-pyrazol-1-yl)-2-methylphenyl)acrylamide FC1=C(C=C2C(CNC(C2=C1)=O)(C)C)C=1C(=NN(C1)C=1C=CC(=C(C1)NC(C=C)=O)C)[N+](=O)[O-]